(E)-4-(pyrrolidin-1-yl)-1-(7-(4-(trifluoromethyl)phenoxy)-3,4-dihydroisoquinolin-2(1H)-yl)but-2-en-1-one N1(CCCC1)C/C=C/C(=O)N1CC2=CC(=CC=C2CC1)OC1=CC=C(C=C1)C(F)(F)F